3-(4-chlorophenyl)-1-[3-(5-methylthiophene-2-yl)phenyl]Urea ClC1=CC=C(C=C1)NC(NC1=CC(=CC=C1)C=1SC(=CC1)C)=O